C(C)(C)(C)OC(=O)N1C2CN(CC1CC2)C2=CC=1CCC(CC1C=C2)NC(=O)OCC2=CC=CC=C2 3-(6-[[(benzyloxy)carbonyl]amino]-5,6,7,8-tetrahydronaphthalen-2-yl)-3,8-diazabicyclo[3.2.1]octane-8-carboxylic acid tert-butyl ester